FC1=C2C(=C(N=C(C2=CN=C1C1=CC(=CC2=CC=C(C(=C12)C#C[Si](C(C)C)(C(C)C)C(C)C)F)OCOC)N1CC2CCC(C1)N2C(=O)OC(C)(C)C)C)I tert-butyl 3-[5-fluoro-6-[7-fluoro-3-(methoxymethoxy)-8-(2-triisopropylsilylethynyl)-1-naphthyl]-4-iodo-3-methyl-2,7-naphthyridin-1-yl]-3,8-diazabicyclo[3.2.1]octane-8-carboxylate